tris(trimethylsiloxy) phosphite P(OO[Si](C)(C)C)(OO[Si](C)(C)C)OO[Si](C)(C)C